N-(3-(5-chloro-3-(hydroxymethyl)pyridin-2-yl)oxetan-3-yl)-2-methylpropane-2-sulfinamide ClC=1C=C(C(=NC1)C1(COC1)NS(=O)C(C)(C)C)CO